ClC(=C[C@H]1C([C@@H]1C(=O)OCC1=C(C(=CC(=C1CC)F)F)CC)(C)C)Cl 2,6-diethyl-3,5-difluorobenzyl (1R)-trans-3-(2,2-dichloro-1-ethenyl)-2,2-dimethylcyclopropanecarboxylate